C(C)(C)(C)NC(=O)N1CCC1 N-(tert-butyl)azetidine-1-carboxamide